C(CCC)(=O)OC(CCCCCCC=O)C 8-(butyryloxy)nonanal